ClC1=CC=C(C=C1)C(=O)C1=C(C=C(C=C1)O)O (4-chlorophenyl)-(2,4-dihydroxyphenyl)methanone